(bromo)methylcyclopropane BrCC1CC1